BrC1=CC(=CN2C1=NC(=C(C2=O)C)O)C 9-bromo-2-hydroxy-3,7-dimethyl-4H-pyrido[1,2-a]pyrimidin-4-one